COC1=C(C=C(C=C1)C)[C@]1([C@H](C1)C1=NC(=CC=C1)C)C(=O)NS(=O)(=O)C=1C=2C=CC(=NC2C=CC1)C (1S,2S)-1-(2-methoxy-5-methylphenyl)-2-(6-methylpyridin-2-yl)-N-(2-methylquinoline-5-sulfonyl)cyclopropane-1-carboxamide